C1(CC1)N1CCN(C2=CC=CC=C12)C(=O)C=1C=NC=CC1OC=1C=CC2=C(C(=CO2)C(=O)O)C1 5-((3-(4-cyclopropyl-1,2,3,4-tetrahydroquinoxaline-1-carbonyl)pyridin-4-yl)oxy)benzofuran-3-carboxylic acid